FC([C@H](C1=CN(C2=CC(=CC=C12)C1CCOCC1)CC(C)(C)C)NS(=O)(=O)C1CC1)F (S)-N-(2,2-difluoro-1-(1-neopentyl-6-(tetrahydro-2H-pyran-4-yl)-1H-indol-3-yl)ethyl)cyclopropanesulfonamide